5-benzyl-N-(4-(1-isopropyl-3-(trifluoromethyl)-1H-pyrazol-5-yl)pyridin-2-yl)-4H-1,2,4-triazole-3-carboxamide C(C1=CC=CC=C1)C=1NC(=NN1)C(=O)NC1=NC=CC(=C1)C1=CC(=NN1C(C)C)C(F)(F)F